ClC1=C(C=CC=C1)S(=O)(=O)NC1=C(C=C(C(=C1)C)OC1=NC=CC=C1C1=NC(=NC=C1)N[C@@H]1CNCCC1)C (S)-2-chloro-N-(2,5-dimethyl-4-((3-(2-(piperidin-3-ylamino)pyrimidin-4-yl)pyridin-2-yl)oxy)phenyl)benzenesulfonamide